C(C)NS(OCC(=O)NC=1SC(=C(N1)C)OC1=CC(=CC=C1)Cl)(=O)=O 2-((5-(3-chlorophenoxy)-4-methylthiazol-2-yl)amino)-2-oxoethyl ethylsulfamate